2-AMINO-3-ETHOXY-2-METHYLPROPANOIC ACID NC(C(=O)O)(COCC)C